OC(CCCCCCCCCCCCCC\C=C/CCCCCCCC(=O)[O-])CCCCCCCCCCCCCC\C=C/CCCCCCCC(=O)[O-] 7-hydroxytridecane-1,13-diyldioleate